C(C1=CC=CC=C1)NC1(CNCCC1)C(CF)F.FC(C=O)(F)F 2,2,2-trifluoroacetaldehyde compound with N-benzyl-3-(1,2-difluoroethyl)piperidin-3-amine